C(#N)CN1N=CC2=C(C=CC(=C12)OC(F)(F)F)NC(OC(C)(C)C)=O tert-butyl (1-(cyanomethyl)-7-(trifluoromethoxy)-1H-indazol-4-yl)carbamate